N-(4-(difluoromethoxy)-5-((4-(1-methyl-1H-indol-3-yl)pyrimidin-2-yl)amino)-2-(4-methylpiperazin-1-yl)phenyl)acrylamide FC(OC1=CC(=C(C=C1NC1=NC=CC(=N1)C1=CN(C2=CC=CC=C12)C)NC(C=C)=O)N1CCN(CC1)C)F